CCCCCCCCCCCCCCCCCC(=O)O[C@H](COC(=O)CCCCCCCCC/C=C\CCCCCCCCCC)COP(=O)(O)OC[C@H](CO)O 1-(11Z-docosenoyl)-2-octadecanoyl-glycero-3-phospho-(1'-sn-glycerol)